2-(6-{5-chloro-2-[(oxan-4-yl)amino]pyrimidin-4-yl}-1-oxo-2,3-dihydro-1H-isoindol-2-yl)-N-{1-[4-(pyridin-4-yl)phenyl]ethyl}acetamide ClC=1C(=NC(=NC1)NC1CCOCC1)C1=CC=C2CN(C(C2=C1)=O)CC(=O)NC(C)C1=CC=C(C=C1)C1=CC=NC=C1